ClC=1C=CC(=C(C1)C(=O)N1CCOCC1)O (5-chloro-2-hydroxyphenyl)-morpholin-4-ylmethanone